3-Ethyl-4-methyl-5-(2-((5-(4-methylpiperazin-1-yl)pyridin-2-yl)amino)pyrimidine-4-yl)thiazol-2(3H)-one C(C)N1C(SC(=C1C)C1=NC(=NC=C1)NC1=NC=C(C=C1)N1CCN(CC1)C)=O